(S)-8-(((tert-butylsulfinyl)imino)methyl)-6-chloro-3,4-dihydroisoquinoline-2(1H)-carboxylic acid benzyl ester C(C1=CC=CC=C1)OC(=O)N1CC2=C(C=C(C=C2CC1)Cl)C=N[S@@](=O)C(C)(C)C